ClC1=CC=C(C=C1)C1=C2C(=C(N=N1)NC1CN(CCC1)C)C=NC(=C2)OC 1-(4-chlorophenyl)-7-methoxy-N-(1-methylpiperidin-3-yl)pyrido[3,4-d]pyridazin-4-amine